trans-N-(2-(1-methyl-1H-pyrazol-3-yl)-4-(4-(trifluoromethyl)cyclohexyl)benzyl)acrylamide CN1N=C(C=C1)C1=C(CNC(C=C)=O)C=CC(=C1)[C@@H]1CC[C@H](CC1)C(F)(F)F